(2S,4r)-1-[(2S)-2-[4-(2,6-difluorophenyl)triazol-1-yl]-3,3-dimethyl-butyryl]-4-hydroxy-N-methyl-pyrrolidine-2-carboxamide FC1=C(C(=CC=C1)F)C=1N=NN(C1)[C@H](C(=O)N1[C@@H](C[C@H](C1)O)C(=O)NC)C(C)(C)C